N-[4-(3-cyanophenyl)-5-(2,6-diethyl-4-pyridyl)thiazol-2-yl]-6-oxa-2-azaspiro[3.4]octane C(#N)C=1C=C(C=CC1)C=1N=C(SC1C1=CC(=NC(=C1)CC)CC)N1CC2(C1)COCC2